FC=CC Fluoropropen